CC(CCN1N=CC2=NC=C(C=C21)C2=CC=CC=C2)C 3-Methyl-1-(6-phenylpyrazolo[4,3-b]pyridin-1-yl)butan